N-[4-(difluoromethoxy)phenyl]-2-methyl-1-[4-(3-methyl-1H-indazol-5-yl)benzenesulfonyl]piperidin-4-amine FC(OC1=CC=C(C=C1)NC1CC(N(CC1)S(=O)(=O)C1=CC=C(C=C1)C=1C=C2C(=NNC2=CC1)C)C)F